OCCOC=1C2=CC=CC=C2C=2C=C(C=CC2C1)C1(C2=CC=C(C=C2C=2C=C(C=CC12)C=1C2=CC=CC=C2C=2C=CC=CC2C1)C=1C2=CC=CC=C2C=2C=CC=CC2C1)C=1C=CC=2C=C(C3=CC=CC=C3C2C1)OCCO 9,9-bis[9-(2-hydroxyethoxy)-3-phenanthryl]-3,6-di(9-phenanthryl)fluorene